CC=1N=C(C=2C(N1)=CC(N(C2)N2CCOCC2)=O)N[C@H](C)C2=CC(=CC(=C2)C(F)(F)F)[N+](=O)[O-] (R)-2-methyl-6-morpholino-4-((1-(3-nitro-5-(trifluoromethyl)phenyl)ethyl)amino)pyrido[4,3-d]pyrimidin-7(6H)-one